2-(1-hydroxyethyl)-4-chlorobenzyl alcohol OC(C)C1=C(CO)C=CC(=C1)Cl